tert-butyl 4',4'-difluoro-3-methyl-4-(trifluoromethyl)-2',3',4',5'-tetrahydro-[1,1'-biphenyl]-2-carboxylate FC1(CCC(=CC1)C=1C(=C(C(=CC1)C(F)(F)F)C)C(=O)OC(C)(C)C)F